ClC=1C(=NC=2CN(CCC2C1)CC1=NC2=C(N1C[C@H]1OCC1)C=C(C=C2)C(=O)O)OCC2=C(C=C(C=C2F)Cl)Cl 2-({3-chloro-2-[(2,4-dichloro-6-fluorophenyl)methoxy]-5,6,7,8-tetrahydro-1,7-naphthyridin-7-yl}methyl)-1-{[(2S)-oxetan-2-yl]methyl}-1H-1,3-benzodiazole-6-carboxylic acid